4-(7-fluoroimidazo[1,2-a]pyridin-3-yl)-7-((5-(4-hydroxy-4-(piperazin-1-ylmethyl)piperidin-1-yl)pyridin-2-yl)amino)isoindolin-1-one FC1=CC=2N(C=C1)C(=CN2)C2=C1CNC(C1=C(C=C2)NC2=NC=C(C=C2)N2CCC(CC2)(CN2CCNCC2)O)=O